(S)-1-((5-(5-(difluoromethyl)-1,3,4-oxadiazol-2-yl)pyridin-2-yl)methyl)-6-fluoro-5-(1H-indol-4-yl)-3-(1-methylpyrrolidin-3-yl)-1,3-dihydro-2H-benzo[d]imidazol-2-one FC(C1=NN=C(O1)C=1C=CC(=NC1)CN1C(N(C2=C1C=C(C(=C2)C2=C1C=CNC1=CC=C2)F)[C@@H]2CN(CC2)C)=O)F